5,15-bis-(3,5-di-t-butylphenyl)-20-phenylporphyrin C(C)(C)(C)C=1C=C(C=C(C1)C(C)(C)C)C=1C2=CC=C(N2)C(=C2C=CC(C(=C3C=CC(=CC=4C=CC1N4)N3)C3=CC(=CC(=C3)C(C)(C)C)C(C)(C)C)=N2)C2=CC=CC=C2